NC1CC(CCC1(F)F)CC=1N=C2N(N=CC(=C2)C2OCCC(C2)C(=O)NCC(C)(F)F)C1 2-[(M-Amino(4,4-difluorocyclohexyl)methyl)imidazo[1,2-b]pyridazin-7-yl]-N-(2,2-difluoropropyl)tetrahydropyran-4-carboxamide